6-chloro-3-({[2-oxo-6-(trifluoromethyl)-1,2-dihydropyridin-3-yl]amino}methyl)-1,2-dihydroquinolin-2-one ClC=1C=C2C=C(C(NC2=CC1)=O)CNC=1C(NC(=CC1)C(F)(F)F)=O